C1(=CC=CC=C1)N(C(CCNC(CCC(=O)O)=O)=O)C1=CC=CC=C1 4-((3-(diphenylamino)-3-oxopropyl)amino)-4-oxobutyric acid